N-(5,6-difluoro-1H-1,3-benzimidazol-2-yl)-3,5-dimethyladamantane-1-carboxamide FC1=CC2=C(NC(=N2)NC(=O)C23CC4(CC(CC(C2)C4)(C3)C)C)C=C1F